benzyl-1,3-propanediamine C(C1=CC=CC=C1)C(CCN)N